tetraphenol monoacrylate C(C=C)(=O)O.C1(=CC=CC=C1)O.C1(=CC=CC=C1)O.C1(=CC=CC=C1)O.C1(=CC=CC=C1)O